FC(C1=CC=C(C=C1)C=1C=C2C(CCOC2=CC1)NC(O[C@@H]1CN2CCC1CC2)=O)(F)F (S)-quinuclidin-3-yl (6-(4-(trifluoromethyl)phenyl)chroman-4-yl)carbamate